The molecule is a polycyclic cage that is the methyl ester derivative of platencin A3. It is isolated from Streptomyces platensis. It has a role as a bacterial metabolite. It is a cyclic ketone, a polycyclic cage, a secondary alcohol, an aromatic amide, a methyl ester and a secondary carboxamide. It derives from a platencin A3. C[C@@]1([C@@H]2C[C@@H]3CC[C@@]2(C=CC1=O)[C@H](C3=C)O)CCC(=O)NC4=C(C=CC(=C4O)C(=O)OC)O